N6-{N-[(1r,4S)-4-(aminomethyl)cyclohexane-1-carbonyl]-3-(quinolin-2-yl)-L-alanyl}-N2-{[(1S)-1,3-dicarboxypropyl]carbamoyl}-L-lysine NCC1CCC(CC1)C(=O)N[C@@H](CC1=NC2=CC=CC=C2C=C1)C(=O)NCCCC[C@H](NC(N[C@@H](CCC(=O)O)C(=O)O)=O)C(=O)O